5-(2-fluoro-5-(5-fluoro-1H-benzo[d]imidazole-2-carboxamido)phenyl)-2,5-dimethyl-1,1-dioxo-1,2,4-thiadiazin FC1=C(C=C(C=C1)NC(=O)C1=NC2=C(N1)C=CC(=C2)F)C2(N=CN(S(C2)(=O)=O)C)C